2-((3-iodo-7-methoxyimidazo[1,2-a]pyridin-6-yl)sulfonyl)-2-methylpropanoic acid IC1=CN=C2N1C=C(C(=C2)OC)S(=O)(=O)C(C(=O)O)(C)C